C(C)[C@]1(C(OCC=2C(N3CC=4N(C5=CC=C(C=C5C(C4C3=CC21)=O)F)[C@H]2CN(CC2)C)=O)=O)O (S)-4-ethyl-8-fluoro-4-hydroxy-11-((R)-1-methylpyrrolidin-3-yl)-1,12-dihydro-14H-pyrano[3',4':6,7]indolizino[2,1-b]quinoline-3,6,14(4H,11H)-trione